FC=1C=C(C(=O)NCC2CCC(CC2)N2N=C3C=NC(=CC3=C2)OCC2=NC(=CC=C2)C(F)(F)F)C=C(C1O)F 3,5-difluoro-4-hydroxy-N-{[(1r,4r)-4-(5-{[6-(trifluoromethyl)pyridin-2-yl]methoxy}-2H-pyrazolo[3,4-c]pyridin-2-yl)cyclohexyl]methyl}benzamide